O1[C@@H]2[C@H](N(CC1)C(=O)OC(C)(C)C)CN(CC2)C(=O)OCC2=CC=CC=C2 6-benzyl 4-(tert-butyl) (4aR,8aS)-hexahydro-4H-pyrido[4,3-b][1,4]oxazine-4,6(5H)-dicarboxylate